C(C)(C)(C)OC(=O)N1C[C@H](CC1)[C@@H](C(=O)OC(C)(C)C)CC1=CC=C(C=C1)Br (R)-3-((S)-3-(4-bromophenyl)-1-(tert-butoxy)-1-oxopropan-2-yl)pyrrolidine-1-carboxylic acid tert-butyl ester